ClC=1C=C(C=CC1C(=O)N1CCN(CC1)C(=O)[C@H]1NCC[C@@H]1O)NC(=O)C=1N(C(=CN1)C=1C(=NN(C1)C1=NC=C(C=C1)[N+](=O)[O-])C(F)(F)F)C N-[3-chloro-4-[4-[(2S,3S)-3-hydroxypyrrolidine-2-carbonyl]piperazine-1-carbonyl]phenyl]-1-methyl-5-[1-(5-nitro-2-pyridyl)-3-(trifluoromethyl)pyrazol-4-yl]imidazole-2-carboxamide